Cl.N1[C@@H](COCC1)C1=NNC(O1)=O (S)-5-(morpholin-3-yl)-1,3,4-oxadiazol-2(3H)-one hydrochloride